3-(2-(difluoromethoxy)pyridin-4-yl)bicyclo[4.2.0]octa-1(6),2,4-trien-2-ol FC(OC1=NC=CC(=C1)C1=C(C=2CCC2C=C1)O)F